ClC=1C=CC(=C(C(=O)NC=2C(=NC(=NC2)OC)C)C1)NC1=C(C=C(C=C1)F)C 5-chloro-2-((4-fluoro-2-methylphenyl)-amino)-N-(2-methoxy-4-methylpyrimidin-5-yl)benzamide